N-(1-cyanocyclopropyl)-3-(5-(difluoromethyl)-1,3,4-thiadiazol-2-yl)-8-((2R,5S)-2-(hydroxymethyl)-5-methylmorpholino)imidazo[1,2-a]pyridine-6-sulfonamide C(#N)C1(CC1)NS(=O)(=O)C=1C=C(C=2N(C1)C(=CN2)C=2SC(=NN2)C(F)F)N2C[C@@H](OC[C@@H]2C)CO